C(C=CC=CC=CC=CC=CCCCCCCCCC)(=O)O Eicosa-pentaenoic acid